FC(C(=O)O)(F)F.NC1=C2C(=NC=N1)N(N=C2C=2C=CC1=C(N=C(O1)N)C2)CC2=CC=C(C=C2)CN 5-(4-amino-1-(4-(aminomethyl)benzyl)-1H-pyrazolo[3,4-d]pyrimidin-3-yl)benzo[d]oxazol-2-amine Trifluoroacetic Acid Salt